(S)-4-(2,2-dimethyl-4-(1-oxo-1-((5-(2,4,5-trifluorophenoxy)pyrazin-2-yl)amino)propan-2-yl)piperazine-1-carbonyl)-2-(hydroxymethyl)pyridine 1-oxide CC1(N(CCN(C1)[C@H](C(NC1=NC=C(N=C1)OC1=C(C=C(C(=C1)F)F)F)=O)C)C(=O)C1=CC(=[N+](C=C1)[O-])CO)C